N-[(2-chloroquinolin-7-yl)methyl]-N-{3-cyano-5H,6H,7H-cyclopenta[b]pyridin-2-yl}acetamide ClC1=NC2=CC(=CC=C2C=C1)CN(C(C)=O)C1=C(C=C2C(=N1)CCC2)C#N